C[C@H]1[C@@H](CCCC1)N1N=CC(=C1)C=1C=2N(C=C(N1)C=1C=NN(C1)C(CO)CO)N=CC2 2-(4-(4-(1-((1r,2r)-2-methylcyclohexyl)-1H-pyrazol-4-yl)pyrazolo[1,5-a]pyrazin-6-yl)-1H-pyrazol-1-yl)propane-1,3-diol